CC(C[C@@H](C(=O)O)N(C([C@H](C)NC(C(F)(F)F)=O)=O)C)C (2S)-4-methyl-2-[(2S)-N-methyl-2-(2,2,2-trifluoroacetamido)propanamido]pentanoic acid